N1(C=NC=C1)CCOC1=C(C=C(CC(C(COC2=CC=C(C=C2)Br)O)NC)C=C1)OC (4-(2-(1H-imidazol-1-yl)ethoxy)-3-methoxybenzyl)(methyl)amino-3-(4-bromophenoxy)propan-2-ol